[1-(2-Amino-6-fluoro-phenyl)-piperidin-4-yl]-carbamic acid tert-butyl ester C(C)(C)(C)OC(NC1CCN(CC1)C1=C(C=CC=C1F)N)=O